2-((1-(7-fluoro-3,6-dimethyl-4-oxo-2-(4-(2,2,2-trifluoroethyl)piperazin-1-yl)-3,4-dihydroquinazolin-8-yl)ethyl)amino)benzoic acid FC1=C(C=C2C(N(C(=NC2=C1C(C)NC1=C(C(=O)O)C=CC=C1)N1CCN(CC1)CC(F)(F)F)C)=O)C